8-chloro-7-fluoro-2,3-dimethoxy-1,5-naphthyridine ClC=1C(=CN=C2C=C(C(=NC12)OC)OC)F